(8S)-7-((5-(1-(3-fluorophenyl)ethyl)thiophene-2-carbonyl)glycyl)-1,4-dioxa-7-azaspiro[4.4]nonane-8-carboxylic acid FC=1C=C(C=CC1)C(C)C1=CC=C(S1)C(=O)NCC(=O)N1CC2(OCCO2)C[C@H]1C(=O)O